(R)-ethyl acetate C(C)(=O)OCC